tert-butyl (S)-(4-((4-(3-((2-(3-methyl-2,6-dioxopiperidin-3-yl)-1-oxoisoindolin-5-yl)methyl)ureido)phenoxy)methyl)benzyl)carbamate C[C@]1(C(NC(CC1)=O)=O)N1C(C2=CC=C(C=C2C1)CNC(NC1=CC=C(OCC2=CC=C(CNC(OC(C)(C)C)=O)C=C2)C=C1)=O)=O